C(=O)C1=C(C(=C(C(=C1)N)N)Cl)C=O diformyl-chlorobenzenediamine